2-[5-chloro-2H-Benzotriazol-2-yl]-4-methyl-6-t-butylphenol ClC1=CC=2C(=NN(N2)C2=C(C(=CC(=C2)C)C(C)(C)C)O)C=C1